O=C1C=2C=CC=CC2C(C2=CC3=CC=CC=C3C=C12)=O 5,12-diketo-tetracene